[Si](C)(C)(C(C)(C)C)OCC1=C(N)C=CC=C1Cl 2-{tert-butyldimethylsilanyloxymethyl}-3-chloroaniline